4-(3-(3-(4,4-Difluorocyclohexyl)-8-methoxy-[1,2,4]triazolo[4,3-a]pyridin-7-yl)-4-fluorophenyl)-7-ethyl-7H-imidazo[4,5-c]pyridazine FC1(CCC(CC1)C1=NN=C2N1C=CC(=C2OC)C=2C=C(C=CC2F)C=2C1=C(N=NC2)N(C=N1)CC)F